2-oxoethylcarbamoyl-quinolin-7-yl benzoate C(C1=CC=CC=C1)(=O)OC1=CC=C2C=CC(=NC2=C1)C(NCC=O)=O